di-tert-butyl (2R,4R)-4-((6-((1-(tert-butyl)-5-methyl-1H-pyrazol-3-yl)-amino)-4-ethyl-3-fluoropyridin-2-yl)methyl)-2-methylpiperidine-1,4-dicarboxylate C(C)(C)(C)N1N=C(C=C1C)NC1=CC(=C(C(=N1)C[C@@]1(C[C@H](N(CC1)C(=O)OC(C)(C)C)C)C(=O)OC(C)(C)C)F)CC